Bi-morpholine N1(CCOCC1)N1CCOCC1